di(heptadecan-9-yl) 10-(2-hydroxyethyl)-4,7,13,16-tetraoxa-10-azanonadecanedioate OCCN(CCOCCOCCC(=O)OC(CCCCCCCC)CCCCCCCC)CCOCCOCCC(=O)OC(CCCCCCCC)CCCCCCCC